2-(4-(2-(3,4-dimethoxyphenyl)-3-(2,2,2-trifluoroethyl)-1H-indol-5-yl)piperidin-1-yl)-1-(4-(dimethylamino)piperidin-1-yl)ethan-1-one COC=1C=C(C=CC1OC)C=1NC2=CC=C(C=C2C1CC(F)(F)F)C1CCN(CC1)CC(=O)N1CCC(CC1)N(C)C